benzyl 2-[(4-bromo-2-pyridyl)oxy]-7-azaspiro[3.5]nonane-7-carboxylate BrC1=CC(=NC=C1)OC1CC2(C1)CCN(CC2)C(=O)OCC2=CC=CC=C2